FC1=C2[C@@H](COCC2=CC(=C1)C(F)(F)F)N(S(=O)(=O)C1=C(C=CC=C1)[N+](=O)[O-])C (S)-N-(5-fluoro-7-(trifluoromethyl)isochroman-4-yl)-N-methyl-2-nitrobenzenesulfonamide